C1(=CC=CC=C1)OC(=O)N1CC2=CC=C(C=C2CC1)C=1N(C(=C(C1)C(N(C1=CC=CC=C1)C)=O)C)C 6-{1,5-dimethyl-4-[methyl-(phenyl)carbamoyl]-1H-pyrrol-2-yl}-3,4-dihydroisoquinolin-2(1H)-carboxylic acid phenyl ester